N[S@](=NC(CC=1C(=C2COCC2=CC1CC)C(C)C)=O)(=O)C=1SC=C(C1)C(C)(C)O (R)-N-(amino(4-(2-hydroxypropan-2-yl)thiophen-2-yl)(oxo)-λ6-sulfaneylidene)-2-(6-ethyl-4-isopropyl-1,3-dihydroisobenzofuran-5-yl)acetamide